N-(2,3-dihydroxypropyl)carbamic acid tert-butyl ester C(C)(C)(C)OC(NCC(CO)O)=O